N-((2S)-6-(3,8-diazabicyclo[3.2.1]octan-3-yl)-5-cyano-1,2,3,4-tetrahydronaphthalen-2-yl)-3-amino-6-methylthieno[2,3-b]pyridine-2-carboxamide C12CN(CC(CC1)N2)C=2C(=C1CC[C@@H](CC1=CC2)NC(=O)C2=C(C=1C(=NC(=CC1)C)S2)N)C#N